CC=1C=C(C=C(C1O)C)C(C)(C)C1=CC(=C(C(=C1)C)O)C 2,2-bis(3',5'-dimethyl-4'-hydroxyphenyl)propane